ClC1=CC=C(C(=N1)N1N=CC=N1)C(=O)N1C[C@@H](CC[C@H]1C)OC1=NC=CC(=C1C)C#N 2-{[(3R,6R)-1-{[6-chloro-2-(2H-1,2,3-triazol-2-yl)pyridin-3-yl]carbonyl}-6-methylpiperidin-3-yl]oxy}-3-methylpyridine-4-carbonitrile